FC1=CC(=C2C=CC(N(C2=C1)C(=O)OC(C)(C)C)(C)C)C tert-butyl 7-fluoro-2,2,5-trimethylquinoline-1(2H)-carboxylate